phenylphosphate C1(=CC=CC=C1)OP(=O)([O-])[O-]